ClC=1C(=NC(=NC1)N1CC(N(C(C1)=O)C1=CC=C2C(=NN(C2=C1)C)C1C(NC(CC1)=O)=O)C)NC=1C=C2CC(N(C2=CC1)C)=O 3-(6-(4-(5-chloro-4-((1-methyl-2-oxoindolin-5-yl)amino)pyrimidin-2-yl)-2-methyl-6-oxopiperazin-1-yl)-1-methyl-1H-indazol-3-yl)piperidine-2,6-dione